(S)-1-((7-(6-chloro-1-(5-(2-fluoroethyl)-5-azaspiro[3.4]octan-7-yl)-1,2,3,4-tetrahydroquinolin-8-yl)thieno[3,2-b]pyridin-2-yl)methyl)pyrrolidine-2,5-dione ClC=1C=C2CCCN(C2=C(C1)C1=C2C(=NC=C1)C=C(S2)CN2C(CCC2=O)=O)[C@@H]2CN(C1(CCC1)C2)CCF